C1(=CC=CC=C1)N1C(=CC=C1C1=CC=C(O1)C=1SC(=CN1)C=C(C#N)C#N)C1=CC=C(O1)C=1SC(=CN1)C=C(C#N)C#N 2,2'-{(1-phenyl-1H-pyrrole-2,5-diyl)bis[(furan-5,2-diyl)-1,3-thiazole-2,5-diylmethanylylidene]}dipropanedinitrile